ClC1=C(C(=O)C=2C(CCCC2O)=O)C=CC(=C1OC)S(=O)(=O)C 2-(2-chloro-3-methoxy-4-methylsulfonyl-benzoyl)-3-hydroxy-cyclohex-2-en-1-one